BrC1=CC=C(C=C1)[C@]1(C[C@@H](N[C@@H](C1)C=1N=NN(C1)C)C)O (2S,4R,6S)-4-(4-bromophenyl)-2-methyl-6-(1-methyltriazol-4-yl)piperidin-4-ol